(R)-N-(5-((6-(3-(3-((3-fluorobenzyl)oxy)-4-methyl-phenyl)isoxazolidin-2-yl)pyrimidin-4-yl)amino)-4-methoxy-2-(4-methylpiperazin-1-yl)phenyl)-acrylamide FC=1C=C(COC=2C=C(C=CC2C)[C@@H]2N(OCC2)C2=CC(=NC=N2)NC=2C(=CC(=C(C2)NC(C=C)=O)N2CCN(CC2)C)OC)C=CC1